6-(4-Ethyl-3-(hydroxymethyl)-5-oxo-4,5-dihydro-1H-1,2,4-triazol-1-yl)-7-fluoro-2-(o-tolyl)-4-(1,1,1-trifluoropropan-2-yl)phthalazin-1(2H)-one C(C)N1C(=NN(C1=O)C=1C=C2C(=NN(C(C2=CC1F)=O)C1=C(C=CC=C1)C)C(C(F)(F)F)C)CO